N-(3-methoxybenzyl)-4-(2-(2-(3-methoxyphenoxy)ethoxy)ethoxy)-N-(3-(pyrrolidin-1-yl)benzyl)aniline COC=1C=C(CN(C2=CC=C(C=C2)OCCOCCOC2=CC(=CC=C2)OC)CC2=CC(=CC=C2)N2CCCC2)C=CC1